N1=C(C=NC=C1)CN1[C@H]2CC(C[C@@H]1CC2)N (1R,3s,5S)-8-(pyrazin-2-ylmethyl)-8-azabicyclo[3.2.1]octan-3-amine